CC1=C(C(=O)NC2(CC2)C2=C3C=CC=NC3=CC(=C2)OC(F)(F)F)C=C(C=C1)OC[C@H]1N(CC1)C (S)-2-Methyl-5-((1-methylazetidin-2-yl)methoxy)-N-(1-(7-(trifluoromethoxy)quinolin-5-yl)cyclopropyl)benzamide